ClC=1C(=NC(=NC1)NC1=C(C=C(C=C1)C(=O)N1CCN(CC1)C(C)C)OC)C=1C=NN(C1)C(C)C (4-((5-chloro-4-(1-isopropyl-1H-pyrazol-4-yl)pyrimidin-2-yl)amino)-3-methoxyphenyl)(4-isopropylpiperazin-1-yl)methanone